O1[C@@H](CC1)CN1C(=NC(=C1C1=NN=NN1)C(F)(F)F)CN1CCCCC1 1-((1-(((S)-oxetan-2-yl)methyl)-5-(1H-tetrazol-5-yl)-4-(trifluoromethyl)-1H-imidazol-2-yl)methyl)piperidine